tert-butyl (1R,5S)-3-(7-(3-(bis(3-iodo-4-methoxybenzyl)amino)-5-chloro-2-cyano-6-iodophenyl)-2,6,8-trifluoroquinazolin-4-yl)-3,8-diazabicyclo[3.2.1]octane-8-carboxylate IC=1C=C(CN(C=2C(=C(C(=C(C2)Cl)I)C2=C(C=C3C(=NC(=NC3=C2F)F)N2C[C@H]3CC[C@@H](C2)N3C(=O)OC(C)(C)C)F)C#N)CC3=CC(=C(C=C3)OC)I)C=CC1OC